5-fluoropyridin-2-yl-3-hydroxy-7-methylindolin-2-one FC=1C=CC(=NC1)N1C(C(C2=CC=CC(=C12)C)O)=O